hydroxycitric acid tripotassium hydrate O.[K].[K].[K].OC(C(=O)O)C(O)(C(=O)O)CC(=O)O